BrC=1C=NC(=NC1)C=1C=CC2=CN(N=C2C1)C1CCC(CC1)CNC(C1=C(C(=C(C(=C1)F)OCC1=CC=C(C=C1)OC)F)F)=O N-({(1r,4r)-4-[6-(5-bromopyrimidin-2-yl)-2H-indazol-2-yl]cyclohexyl}methyl)-2,3,5-trifluoro-4-[(4-methoxyphenyl)methoxy]benzamide